(R)-1-methylpyrrolidin-3-yl 2-hydroxy-2-(3-((4-(((R)-2-hydroxy-2-(8-hydroxy-2-oxo-1,2-dihydroquinolin-5-yl)ethyl)amino)butyl)carbamoyl)phenyl)-2-phenylacetate diformate C(=O)O.C(=O)O.OC(C(=O)O[C@H]1CN(CC1)C)(C1=CC=CC=C1)C1=CC(=CC=C1)C(NCCCCNC[C@@H](C1=C2C=CC(NC2=C(C=C1)O)=O)O)=O